6-(3-(3-chloro-4-(4,4-difluorocyclohexyl)phenyl)-2,2-dimethylpropyl)-2-thia-6-azaspiro[3.4]octane 2,2-dioxide ClC=1C=C(C=CC1C1CCC(CC1)(F)F)CC(CN1CC2(CS(C2)(=O)=O)CC1)(C)C